7-(1-(3-methoxypyrazin-2-yl)piperidin-4-yl)-5-(2-(trifluoromethyl)benzyl)pyrido[2,3-b]pyrazin-6(5H)-one COC=1C(=NC=CN1)N1CCC(CC1)C1=CC=2C(=NC=CN2)N(C1=O)CC1=C(C=CC=C1)C(F)(F)F